FC(C(C(C(F)(F)F)(F)F)(F)F)(S(=O)(=O)[O-])F.[K+] potassium perfluorobutanesulphonate